NC=1C=C(C=C(C1)C(F)(F)F)C(C)NC1=NC=2N(C3=CC=C(C=C13)N1CCOCC1)C=CN2 [1-(3-amino-5-trifluoromethyl-phenyl)-ethyl]-(7-morpholin-4-yl-imidazo[1,2-a]quinazolin-5-yl)-amine